6-hydroxyisoindolin OC1=CC=C2CNCC2=C1